C(CCCCCCCCCCC)NCCCNC(=O)[C@H]1NC(CC1)=O (2S)-N-[3-(dodecylamino)propyl]-5-oxo-2-pyrrolidinecarboxamide